C12(CC3CC(CC(C1)C3)C2)NCCCCCCC(=O)NC=2C=CC=C3C(=NN(C23)C)C2C(NC(CC2)=O)=O 7-((adamantan-1-yl)amino)-N-(3-(2,6-dioxopiperidin-3-yl)-1-methyl-1H-indazol-7-yl)heptanamide